FC1(CN(CC1)CC=1C=NC(=NC1)N1CCC(CC1)N1C2=C(N(C(C1=O)=O)C)C=C(C=N2)F)F 4-(1-(5-((3,3-difluoropyrrolidin-1-yl)methyl)pyrimidin-2-yl)piperidin-4-yl)-7-fluoRo-1-methyl-1,4-dihydropyrido[2,3-b]pyrazine-2,3-dione